CC(C)(C)SN (S)-(+)-2-methyl-2-propanesulfenamide